BrC1=CC=C(C=C1)C=1N=C2N(C=CC=C2)C1CN1CC2C(C1)CN(C2)C(=O)OC(C)C Isopropyl 5-{[2-(4-bromophenyl)imidazo[1,2-a]pyridin-3-yl]methyl}hexahydropyrrolo[3,4-c]pyrrole-2(1H)-carboxylate